FC(C1=CC=C(OC2=CC=C(C(=O)N3CCN(CC3)C3=CC=C(N=N3)N)C=C2)C=C1)(F)F 6-(4-{4-[4-(trifluoromethyl)phenoxy]benzoyl}piperazin-1-yl)pyridazin-3-amine